FC1=C2C(=CN=CC2=CC=C1)N1C(N(C2=C(C1=O)C[C@H](C2)CC(F)(F)F)CC#N)=O |r| Racemic-2-(3-(5-fluoroisoquinolin-4-yl)-2,4-dioxo-6-(2,2,2-trifluoroethyl)-2,3,4,5,6,7-hexahydro-1H-cyclopenta[d]pyrimidin-1-yl)acetonitrile